cyclopropylpyridine-2,3-diamine C1(CC1)C1=C(C(=NC=C1)N)N